[N+](=O)([O-])C=1C=NC(=NC1)N[C@@H](CO)C (R)-2-((5-nitropyrimidin-2-yl)amino)propan-1-ol